BrCC=1C=CC(=NC1)C#N 5-(bromomethyl)picolinonitrile